[N+](=O)([O-])C1=CC=C(C=C1)[C@@H]([C@H](CO)N)O (1S,2S)-1-(p-nitrophenyl)-2-amino-1,3-propanediol